FC1=C(C=CC=C1)C1=CC(=CN1S(=O)(=O)C1=CC2=C(C=C(O2)CCOC)C=C1)CNC {[5-(2-fluorophenyl)-1-{[2-(2-methoxyethyl)-1-benzofuran-6-yl]sulfonyl}-1H-pyrrol-3-yl]methyl}(methyl)amine